O1CC(C1)N1CCN(CC1)C1=NC=CC=N1 (2-(4-(oxetan-3-yl)piperazin-1-yl))pyrimidine